C(C)(C)OC1=NC=2N(C=C1C(=O)NC=1C(N(C=CC1)[C@H]1[C@H](C1)C)=O)C=C(N2)C21COC(C2)(C1)C 7-isopropoxy-2-(1-methyl-2-oxabicyclo[2.1.1]hex-4-yl)-N-(1-((1R,2S)-2-methylcyclopropyl)-2-oxo-1,2-dihydropyridin-3-yl)imidazo[1,2-a]pyrimidine-6-carboxamide